C1(=CC=CC=C1)C(C)C1=CC(=NN1)C(=O)O 5-(1-phenylethyl)-1H-pyrazole-3-carboxylic acid